FC1(CN(CC1)C(=O)OCC1=C(N=NN1C)C1=CC=C(C(=N1)C)O[C@@H]1C[C@H](CCC1)C(=O)O)F (1S,3S)-3-((6-(5-(((3,3-difluoro-pyrrolidine-1-carbonyl)oxy)methyl)-1-methyl-1H-1,2,3-triazol-4-yl)-2-methylpyridin-3-yl)oxy)cyclohexane-1-carboxylic acid